3,3-dimethyl-6-(2-methyl-4-(4H-1,2,4-triazol-3-yl)phenyl)-3,4-dihydropyrazino[2,3-b]pyrazin-2(1H)-one CC1(NC=2C(=NC=C(N2)C2=C(C=C(C=C2)C2=NN=CN2)C)NC1=O)C